N-allyl-N-(3-carboxypropyl)ammonium C(C=C)[NH2+]CCCC(=O)O